3-fluoro-5-formyl-4-hydroxy-N-(2-(6-(pyrrolidin-1-yl)pyridin-3-yl)cyclopropyl)benzamide FC=1C=C(C(=O)NC2C(C2)C=2C=NC(=CC2)N2CCCC2)C=C(C1O)C=O